C1CCCC12C=C(CCC2)C(CCC=C)=O 1-(spiro[4.5]decan-6-en-7-yl)pent-4-en-1-one